FC1=C(C=CC=C1)[C@H]1CC[C@H](CC1)OC[C@@H]1NCCC[C@@H]1NS(=O)(=O)C N-(cis-2-(((cis-4-(2-fluorophenyl)cyclohexyl)oxy)-methyl)piperidin-3-yl)methanesulfonamide